FC1=CC=C(C=C1)N1CCN(CC1)C(CCN1CC=2NC3=CC=CC=C3C2CC1)=O (4-(4-fluorophenyl)piperazin-1-yl)-3-(1,2,3,4-tetrahydro-β-carbolin-2-yl)propan-1-one